3-((4-fluoro-1,2-dimethyl-1H-benzo[d]imidazol-5-yl)ethynyl)-5-(methylamino)-1H-pyrazole-4-carboxamide FC1=C(C=CC=2N(C(=NC21)C)C)C#CC2=NNC(=C2C(=O)N)NC